3-(4-amino-3-methoxyphenylazo)benzenesulfonic acid NC1=C(C=C(C=C1)N=NC=1C=C(C=CC1)S(=O)(=O)O)OC